2-chloro-1,3-dimethylimidazole ClC1N(C=CN1C)C